(R)-5-(tert-butoxy)-4-((S)-2-(2-(4-chlorophenyl)-2-methylpropanamido)-3,3-dimethylbutanamido)-5-oxopentanoic acid C(C)(C)(C)OC([C@@H](CCC(=O)O)NC([C@H](C(C)(C)C)NC(C(C)(C)C1=CC=C(C=C1)Cl)=O)=O)=O